acetylmandelic acid C(C)(=O)C(C(=O)O)(O)C1=CC=CC=C1